The molecule is an (omega-1)-hydroxy fatty acid that is trans-2-tetradecenoic acid in which the 13-pro-R hydrogen is replaced by a hydroxy group. It is a long-chain fatty acid, an (omega-1)-hydroxy fatty acid, an alpha,beta-unsaturated monocarboxylic acid and a hydroxy monounsaturated fatty acid. It derives from a trans-2-tetradecenoic acid. C[C@H](CCCCCCCCC/C=C/C(=O)O)O